NC1=C(OC=2C=CC=3C(N(C(C4=CC=CC2C34)=O)CCCO)=O)C=CC(=C1)C(C)(C)C 6-(2-amino-4-(tert-butyl)phenoxy)-2-(3-hydroxypropyl)-1H-benzo[de]isoquinoline-1,3(2H)-dione